tris[(4-t-butyl-3-hydroxy-2,6-dimethylphenyl)methyl]-1,3,5-triazine-2,4,6-trione C(C)(C)(C)C1=C(C(=C(C(=C1)C)CN1C(N(C(N(C1=O)CC1=C(C(=C(C=C1C)C(C)(C)C)O)C)=O)CC1=C(C(=C(C=C1C)C(C)(C)C)O)C)=O)C)O